NC[C@@H]1[C@@H]([C@@H]([C@@H]2NC(OC[C@@H]2O1)=O)O)O (4aR,6R,7R,8R,8aS)-6-(aminomethyl)-7,8-dihydroxyhexahydropyrano[3,2-d][1,3]oxazin-2(1H)-one